bis[N-(vinyloxymethyl)dithiocarbamic acid] calcium [Ca].C(=C)OCNC(S)=S.C(=C)OCNC(S)=S